FC1(CCCCC1)CNC=1N=CC2=C(N1)NC=C2C2=CC=1N(C=C2)N=CC1C=1C=NN(C1)C N-((1-fluorocyclohexyl)methyl)-5-(3-(1-methyl-1H-pyrazol-4-yl)pyrazolo[1,5-a]pyridin-5-yl)-7H-pyrrolo[2,3-d]pyrimidin-2-amine